ClC1=NC2=CC=C(C=C2N=C1Cl)S(=O)(=O)O 2,3-Dichloroquinoxaline-6-sulfonic acid